({6-[(1,3-benzothiazol-2-yl)amino]-5-methylpyridazin-3-yl}(methyl)amino)-5-[(3S)-3-phenoxypyrrolidin-1-yl]-1,3-thiazole-4-carboxylic acid S1C(=NC2=C1C=CC=C2)NC2=C(C=C(N=N2)N(C)C=2SC(=C(N2)C(=O)O)N2C[C@H](CC2)OC2=CC=CC=C2)C